(difluoromethyl)-3,4,5,6-tetrafluoro-N-(3-fluoro-4-methoxyphenyl)benzenesulfonamide FC(F)C1=C(C(=C(C(=C1F)F)F)F)S(=O)(=O)NC1=CC(=C(C=C1)OC)F